C(C)OC(=C)C=1C2=C(C=NN1)C=1N(CC2C)N=C(C1)C12CCC(CC1)(CC2)C(=O)OC Methyl 4-[4-(1-ethoxyvinyl)-5-methyl-5,6-dihydropyrazolo[1',5':1,2]pyrido[3,4-d]pyridazine-9-yl]bicyclo[2.2.2]octane-1-carboxylate